N1N=CC2=C(C=CC=C12)C=1C=CC=2N(C3=CC=C(C=C3SC2C1)C1=C2C=NNC2=CC=C1)CCN1[C@H]2CN([C@@H](C1)C2)C 3,7-di(1H-indazol-4-yl)-10-(2-((1R,4R)-5-methyl-2,5-diazabicyclo[2.2.1]heptan-2-yl)ethyl)-10H-phenothiazine